COC=1C(=C(C=CC1NC(=O)C=1SC(=CC1)C1=CC=CC=C1)C1=CC=CC=C1)CC(=O)O 2-(3-Methoxy-4-(5-phenylthiophene-2-carboxamido)-[1,1'-biphenyl]-2-yl)acetic acid